Cl.C(C)N[C@H](C)C1=NC=C(C=C1)C(F)(F)F (R)-N-ethyl-1-(5-(trifluoromethyl)pyridin-2-yl)ethan-1-amine hydrogen chloride